tert-Butyl 4'-((5-(3,4-dimethoxybenzylcarbamoyl)-2,3-dimethyl-1H-indol-1-yl)methyl)biphenyl-2-carboxylate COC=1C=C(CNC(=O)C=2C=C3C(=C(N(C3=CC2)CC2=CC=C(C=C2)C=2C(=CC=CC2)C(=O)OC(C)(C)C)C)C)C=CC1OC